methyl 4-(2-morpholinoethoxy)-1H-indole-2-carboxylate O1CCN(CC1)CCOC1=C2C=C(NC2=CC=C1)C(=O)OC